tert-butyl 3-[2-but-3-enyl-8-fluoro-7-[7-fluoro-3-(methoxymethoxy)-8-(2-triisopropylsilylethynyl)-1-naphthyl]pyrido[4,3-d]pyrimidin-4-yl]-3,8-diazabicyclo[3.2.1]octane-8-carboxylate C(CC=C)C=1N=C(C2=C(N1)C(=C(N=C2)C2=CC(=CC1=CC=C(C(=C21)C#C[Si](C(C)C)(C(C)C)C(C)C)F)OCOC)F)N2CC1CCC(C2)N1C(=O)OC(C)(C)C